1-(5-bromobenzo[d]isoxazol-3-yl)-3-(4-methoxybenzyl)dihydropyrimidine-2,4(1H,3H)-dione Cesium carbonate C([O-])([O-])=O.[Cs+].BrC=1C=CC2=C(C(=NO2)N2C(N(C(CC2)=O)CC2=CC=C(C=C2)OC)=O)C1.[Cs+]